tert-butyl 4-(3-amino-6-(2-hydroxyphenyl)pyridazin-4-yl)-1,4-diazepane-1-carboxylate NC=1N=NC(=CC1N1CCN(CCC1)C(=O)OC(C)(C)C)C1=C(C=CC=C1)O